(2S,5S)-4-(2-oxabicyclo[2.2.2]octane-4-carbonyl)-2,3,4,5-tetrahydro-2,5-methanopyrido[3,4-f][1,4]oxazepine-9-carbonitrile C12OCC(CC1)(CC2)C(=O)N2C[C@H]1OC3=C([C@@H]2C1)C=NC=C3C#N